C(C)(=O)C1=CC=C(OCCCC(=O)NC2=C(C(=O)NC3=C(C(=O)O)C=CC=C3)C=CC=C2)C=C1 2-(2-(4-(4-Acetylphenoxy)butyrylamino)benzoylamino)benzoic acid